5-(dimethylamino)-4-fluoro-2-nitrobenzoic acid CN(C=1C(=CC(=C(C(=O)O)C1)[N+](=O)[O-])F)C